1-amino-1-ethenylcyclopentane NC1(CCCC1)C=C